Cl.FC(C1=CC=C(C=N1)N)F 6-(difluoromethyl)pyridin-3-amine hydrochloride